COC1=CC2=C(NC(=N2)CNC2=NC(=NC=3N2N=CC3C(F)(F)F)N3CCOCC3)C=C1 N-[(5-methoxy-1H-benzimidazol-2-yl)methyl]-2-(morpholin-4-yl)-8-(trifluoromethyl)pyrazolo[1,5-a][1,3,5]triazin-4-amine